2-(2-thiazol-4-ylpropanoylamino)benzamide S1C=NC(=C1)C(C(=O)NC1=C(C(=O)N)C=CC=C1)C